N-(4-((2S,4R)-4-Amino-2-(hydroxymethyl)pyrrolidin-1-yl)-2-(3-methoxypyridin-2-yl)-1-methyl-1H-benzo[d]imidazol-5-yl)-2-(2,6-difluorophenyl)pyrimidine-4-carboxamide N[C@@H]1C[C@H](N(C1)C1=C(C=CC=2N(C(=NC21)C2=NC=CC=C2OC)C)NC(=O)C2=NC(=NC=C2)C2=C(C=CC=C2F)F)CO